O=C1NC2=CC=C(C=C2C12CCN(CC2)CCOC=2C=C1CCN3C(C1=CC2)CCC3=O)C#N 2-oxo-1'-[2-({3-oxo-1H,2H,3H,5H,6H,10bH-pyrrolo[2,1-a]isoquinolin-8-yl}oxy)ethyl]-1,2-dihydrospiro[indole-3,4'-piperidine]-5-carbonitrile